4,4-difluoro-cyclohexanecarboxylic acid {[2-((S)-2-amino-4,5-dihydro-oxazol-4-yl)-ethyl]-phenyl}-amide NC=1OC[C@@H](N1)CCC1=C(C=CC=C1)NC(=O)C1CCC(CC1)(F)F